1-aza-spiro[4.5]decane N1CCCC12CCCCC2